tert-butyl 2-methoxy-4-methyl-5,7-dihydro-6H-pyrrolo[3,4-b]pyridine-6-carboxylate COC1=CC(=C2C(=N1)CN(C2)C(=O)OC(C)(C)C)C